The molecule is a member of the class of chalcones that is trans-chalcone substituted by hydroxy groups at positions 2' and 4', methoxy group at positions 4 and 6' and a prenyl group at position 3'. It is a member of chalcones, an aromatic ether and a member of resorcinols. It derives from a trans-chalcone. It is a conjugate acid of a 4-O-methylxanthohumol(1-). CC(=CCC1=C(C(=C(C=C1O)OC)C(=O)/C=C/C2=CC=C(C=C2)OC)O)C